[C@@H]12CN(C[C@@H]2C1C(=O)OCC)C(=O)OC(C)(C)C O3-tert-butyl O6-ethyl (1s,5s,6r)-3-azabicyclo[3.1.0]hexane-3,6-dicarboxylate